FC=1C=C(NC2C(NC(CC2)=O)=O)C=C(C1N1CCC(CC1)C(C)(N1CCNCC1)C)F 3-[3,5-difluoro-4-[4-(1-methyl-1-piperazin-1-yl-ethyl)-1-piperidyl]anilino]piperidine-2,6-dione